ClC=1C=CC(=C(C1)C1=CC(N(C=C1F)C(CC1=CC=CC=C1)C1=NC2=C(N1)C=CC(=C2)S(=O)(=O)C)=O)N2N=NN=C2 4-(5-chloro-2-(1H-tetrazol-1-yl)phenyl)-5-fluoro-1-(1-(5-(methylsulfonyl)-1H-benzo[d]imidazol-2-yl)-2-phenylethyl)pyridin-2(1H)-one